1-Ethyl-8-((tetrahydro-2H-pyran-4-yl)methyl)-3-((1s,4s)-4-(trifluoromethyl)cyclohexyl)-1,3,8-triazaspiro[4.5]decane-2,4-dione C(C)N1C(N(C(C12CCN(CC2)CC2CCOCC2)=O)C2CCC(CC2)C(F)(F)F)=O